4-(((1r,4r)-4-aminocyclohexyl)oxy)-2-chlorobenzonitrile NC1CCC(CC1)OC1=CC(=C(C#N)C=C1)Cl